1-(4-(1-(2,6-dichlorophenyl)azetidin-3-yl)-2-fluorobenzyl)piperidine-4-carboxylic acid ClC1=C(C(=CC=C1)Cl)N1CC(C1)C1=CC(=C(CN2CCC(CC2)C(=O)O)C=C1)F